Cl.CC=1C=C(C=CC1OC=1C=NC(=CC1)C)NC1=NC=NC2=CC=3OC[C@H]4NCCN(C3N=C21)C4 (10S)-N-(3-methyl-4-((6-methylpyridin-3-yl)oxy)phenyl)-8,9,10,11-tetrahydro-7H-6,10-methanopyrimido[4',5':5,6]pyrido[3,2-b][1,4,7]oxadiazonin-4-amine hydrochloride